methyl 2-(chloromethyl)-3-[[3-(2,2,2-trifluoroethyl)imidazol-4-yl]methyl]benzimidazole-5-carboxylate ClCC=1N(C2=C(N1)C=CC(=C2)C(=O)OC)CC=2N(C=NC2)CC(F)(F)F